C(C)(C)(C)OC(COC1=C(C=C2C(=C3C=C(C(=CC3=C(C2=C1)C)OCC(=O)OC(C)(C)C)OCC(=O)OC(C)(C)C)C)OCC(=O)OC(C)(C)C)=O Tetra-tert-butyl-2,2',2'',2'''-((9,10-dimethylanthracene-2,3,6,7-tetrayl)tetrakis(oxy))tetraacetate